ClC1=C(C=C(C=C1)Cl)C(C)C 2,5-dichloro-1-isopropylbenzene